FC(CCCCCC)S(=O)(=O)O fluoro-n-heptanesulfonic acid